NC=1C(NC(N(N1)C1=CC(=C(C(=C1)Cl)OC1=NNC(C(=C1)C1=CC=2N(C=C1)N=CC2)=O)Cl)=O)=O 6-amino-2-(3,5-dichloro-4-((6-oxo-5-(pyrazolo[1,5-a]pyridin-5-yl)-1,6-dihydropyridazin-3-yl)oxy)phenyl)-1,2,4-triazine-3,5(2H,4H)-dione